FC1(CCNCC1)CNC1=C2C=NNC2=CC(=C1)C1=NNC(O1)=O 5-(4-{[(4-Fluoropiperidin-4-yl)methyl]amino}-1H-indazol-6-yl)-1,3,4-oxadiazol-2(3H)-one